OC1=CC=C(C=C1)CC1=C(C(=CC(=C1)C)CC1=CC=C(C=C1)O)O 2,6-bis[(4-hydroxyphenyl)methyl]-4-methylphenol